NC1=C(C(=O)N[C@H](C)C=2C=C(C(=O)[O-])C=CC2)C=CC(=C1)Br (R)-3-(1-(2-amino-4-bromobenzamido)ethyl)benzoate